N1=C(C=NC=C1)SC1=C(C#N)C=CN=C1 3-(pyrazin-2-ylsulfanyl)isonicotinonitrile